4,6-Dichloro-3-iodo-7-methoxy-2-methylquinoline ClC1=C(C(=NC2=CC(=C(C=C12)Cl)OC)C)I